2,6-di-tert-amyl-anthracene C(C)(C)(CC)C1=CC2=CC3=CC=C(C=C3C=C2C=C1)C(C)(C)CC